C(C)(=O)C1=C(C2=C(N=C(N=C2)NC2=CC=C(C=N2)N2CCN(CC2)CC=2C=C3CN(C(C3=CC2F)=O)C2CNCCC2)N(C1=O)C1CCCC1)C 3-(5-((4-(6-((6-acetyl-8-cyclopentyl-5-methyl-7-oxo-7,8-dihydropyrido[2,3-d]Pyrimidin-2-yl)amino)pyridin-3-yl)piperazin-1-yl)methyl)-6-fluoro-1-oxoisoindoline-2-yl)piperidine